O1C(=CC=C1)CSCCN 2-[(furan-2-yl)methylthio]ethylamine